N-[5-(5-Cyclopropyl-4H-1,2,4-triazol-3-yl)-3-fluoro-2-methylphenyl]pyrazolo[1,5-a]pyridine-3-carboxamide C1(CC1)C=1NC(=NN1)C=1C=C(C(=C(C1)NC(=O)C=1C=NN2C1C=CC=C2)C)F